1-((2-(3,8-diazabicyclo[3.2.1]octan-3-yl)-7-(pyridin-2-yl)benzo[d]oxazol-4-yl)oxy)-1,1-difluoro-2-methylpropan-2-ol C12CN(CC(CC1)N2)C=2OC1=C(N2)C(=CC=C1C1=NC=CC=C1)OC(C(C)(O)C)(F)F